((tert-Butyldimethylsilyloxy)methyl)pyridine [Si](C)(C)(C(C)(C)C)OCC1=NC=CC=C1